ClC=1C=CC(=C(C1)C1=C(C=NC(=C1)C)C(=O)OC)OC([2H])([2H])[2H] methyl 4-(5-chloro-2-(methoxy-d3)phenyl)-6-methylpyridine-3-carboxylate